CC1=C(C(=CC(=C1)C1=NC=CC(=C1)C1=CC=2C(NCCC2N1)=O)C)N1CCN(CC1)C(=O)OC(C)(C)C tert-butyl 4-(2,6-dimethyl-4-(4-(4-oxo-4,5,6,7-tetrahydro-1H-pyrrolo[3,2-c]pyridine-2-yl)pyridin-2-yl)phenyl)piperazine-1-carboxylate